OCC(C(C)=O)CCCCC 3-hydroxymethyloctane-2-one